C(C)OC(CC(CC(C(F)(F)Cl)=O)=O)=O 6-chloro-6,6-difluoro-3,5-dioxo-hexanoic acid ethyl ester